3-(4-(2-(2-(3,3-difluorocyclobutyl)azetidin-1-yl)-7,7-difluoro-6,7-dihydro-5H-cyclopenta[d]pyrimidin-4-yl)phenyl)oxetan-3-amine FC1(CC(C1)C1N(CC1)C=1N=C(C2=C(N1)C(CC2)(F)F)C2=CC=C(C=C2)C2(COC2)N)F